C=C(C(=O)[O-])N The molecule is the conjugate base of 2-aminoacrylic acid; major species at pH 7.3. It is a conjugate base of a 2-aminoacrylic acid.